2-(4-aminoquinazolin-8-yl)acetic acid NC1=NC=NC2=C(C=CC=C12)CC(=O)O